FC1=C(C=CC=C1C(F)(F)F)[C@@H](C)NC=1C2=C(N=C(N1)C)N=C(C(=C2)C2CCN(CC2)C(=O)C2CN(CCO2)C)OC (4-(4-(((R)-1-(2-fluoro-3-(trifluoromethyl)phenyl)ethyl)amino)-7-methoxy-2-methylpyrido[2,3-d]pyrimidin-6-yl)piperidin-1-yl)(4-methylmorpholin-2-yl)methanone